C(C)(C)(C)OC(=O)N1CC2=CC=C(C=C2C1)C=1C=C2CCCN3C2=C(C1)C=C3 5-(5,6-dihydro-4H-pyrrolo[3,2,1-ij]quinolin-8-yl)isoindoline-2-carboxylic acid tert-butyl ester